NC1=C(C=C(C=C1)C=1C(=C(N(N1)C)N1C(C2=CC=C(C=C2CC1)OC(F)(F)F)=O)C)Cl 2-[5-(4-amino-3-chloro-phenyl)-2,4-dimethyl-pyrazol-3-yl]-6-(trifluoromethoxy)-3,4-dihydroisoquinolin-1-one